BrC=1C=C(C=C2C(=NC=NC12)N(C(C)C1=NC=NN1C1=CC=C(C=N1)C#N)C)C(F)(F)F 6-[5-[1-[[8-bromo-6-(trifluoromethyl)quinazolin-4-yl]-methyl-amino]ethyl]-1,2,4-triazol-1-yl]pyridine-3-carbonitrile